(S)-2'-oxo-1',2',4,6-Tetrahydrospiro[cyclopenta[b]thiophene-5,3'-pyrrolo[2,3-b]pyridine]-2-carboxylic acid ethyl ester C(C)OC(=O)C1=CC2=C(S1)C[C@@]1(C(NC3=NC=CC=C31)=O)C2